FC1=C(OC2=C3C(=NC=C2)NC=C3C3=CC(=C(C#N)C=C3)C(F)(F)F)C(=CC(=C1)NC=1OC[C@@](CN1)(C)CO)F |r| (+/-)-4-[4-(2,6-difluoro-4-{[5-(hydroxymethyl)-5-methyl-5,6-dihydro-4H-1,3-oxazin-2-yl]amino}phenoxy)-1H-pyrrolo[2,3-b]pyridin-3-yl]-2-(trifluoromethyl)benzonitrile